C(C1=CC=CC=C1)OC1(CC(C1)N1C=C(C2=C1N=NC(=C2)Cl)OC(F)F)C 7-[(1s,3s)-3-(benzyloxy)-3-methylcyclobutyl]-3-chloro-5-(difluoromethoxy)-7H-pyrrolo[2,3-c]pyridazine